2-((1R,2S)-1-(2-cyanophenyl)-1-(3,5-dimethyl-1H-pyrazol-1-yl)propan-2-yl)-5-hydroxy-N-(isoxazol-4-yl)-1-methyl-6-oxo-1,6-dihydropyrimidine-4-carboxamide C(#N)C1=C(C=CC=C1)[C@@H]([C@H](C)C=1N(C(C(=C(N1)C(=O)NC=1C=NOC1)O)=O)C)N1N=C(C=C1C)C